N-ethyl-p-menthane-3-carboxamide benzyl-(R)-(1-(5-bromo-4-cyclopropylthiazol-2-yl)ethyl)(ethyl)carbamate C(C1=CC=CC=C1)OC(N(CC)[C@H](C)C=1SC(=C(N1)C1CC1)Br)=O.C(C)NC(=O)C1CC(CCC1C(C)C)C